C(C1=CC=CC=C1)OC1=NC(=CC=C1C1=CC=C(C=C1)CC1(CCN(CC1)C(=O)OC(C)(C)C)F)OCC1=CC=CC=C1 tert-butyl 4-[[4-(2,6-dibenzyloxy-3-pyridyl)phenyl]methyl]-4-fluoropiperidine-1-carboxylate